(R)-(4-((1-(3-amino-5-(trifluoromethyl)phenyl)ethyl)amino)-2-methyl-6-(methylamino)quinazolin-7-yl)(thiomorpholino)methanone NC=1C=C(C=C(C1)C(F)(F)F)[C@@H](C)NC1=NC(=NC2=CC(=C(C=C12)NC)C(=O)N1CCSCC1)C